C(C)(C)(C)OC(NC1=NC=CC(=C1)OC=1C(=NN(C1)C1CC1)OCC1=CC=CC=C1)=O (4-((3-(benzyloxy)-1-cyclopropyl-1H-pyrazol-4-yl)oxy)pyridin-2-yl)carbamic acid tert-butyl ester